9-phenyl-cyclopentyl-pentacyclo[7.4.0.02,7.13,6.110,13]-4-pentadecene C1(=CC=CC=C1)C12CC3C4C=CC(C3C2(C2CCC1C2)C2CCCC2)C4